C(C)(C)(C)C1=CC=C(C=C1)NC1C(CC(CC1)O)C 4-((4-(tert-butyl)phenyl)amino)-3-methylcyclohexan-1-ol